N-((1S)-1-(4,4-difluorocyclohexyl)-2-oxo-2-((4-((2-oxo-5-(trifluoromethyl)-2,5-dihydro-1H-pyrrol-3-yl)methyl)pyridin-2-yl)amino)ethyl)-3-ethylisoxazole-4-carboxamide FC1(CCC(CC1)[C@@H](C(NC1=NC=CC(=C1)CC=1C(NC(C1)C(F)(F)F)=O)=O)NC(=O)C=1C(=NOC1)CC)F